C(C)OCCCN1C(C(=CC2=C1N=C(N=C2)S(=O)C)C#N)=O 8-(3-ethoxypropyl)-2-(methylsulfinyl)-7-oxo-7,8-dihydropyrido[2,3-d]pyrimidine-6-carbonitrile